N-(4'-Chloro-[1,1'-biphenyl]-3-yl)-N-methyl-8-vinyl-[1,2,4]triazolo[4,3-a]quinazolin-5-amine ClC1=CC=C(C=C1)C1=CC(=CC=C1)N(C1=NC=2N(C3=CC(=CC=C13)C=C)C=NN2)C